BrC=1C=NC=C(C(=O)OC)C1C Methyl 5-bromo-4-methylnicotinate